C1(CC1)NC(=O)C1=NC=C(C=C1)N1C(N(CC1)C1=NC(=CC=C1)C1=NN=CN1C(C)C)=O N-cyclopropyl-5-(3-(6-(4-isopropyl-4H-1,2,4-triazol-3-yl)pyridin-2-yl)-2-oxoimidazolidin-1-yl)pyridine-2-carboxamide